C(#N)C1=CC(=NN1C1CC(C1)C(F)(F)F)NC(C1=C(C=C(C=C1)NS(=O)(=O)CCO)N1CCC2(CC2)CC1)=O N-(5-cyano-1-((1s,3s)-3-(trifluoromethyl)cyclobutyl)-1H-pyrazol-3-yl)-4-((2-hydroxyethyl)sulfonamido)-2-(6-azaspiro[2.5]octan-6-yl)benzamide